OC(C)(C)C(C)(C)O.SC1=C(C=CC=C1)OB(O)O 2-mercaptophenylborate-pinacol